O1C(=CC=2C1=CN=CC2)C2=C1C=C(N=CC1=C(N=C2)NC)NC2=CC=CC(=N2)OCCCCO 4-((6-((5-(furo[2,3-c]pyridin-2-yl)-8-(methylamino)-2,7-naphthyridin-3-yl)amino)pyridin-2-yl)oxy)butan-1-ol